methyl 2-furanimidate hydrochloride Cl.O1C(=CC=C1)C(OC)=N